N[C@H]1CN(C[C@H](C1)OC)C(=O)OC(C)(C)C tert-butyl (3R,5S)-3-amino-5-methoxypiperidine-1-carboxylate